N1N=CC2=CC=CC(=C12)C1=CC=C2C(C(COC2=C1)(C)C)NC(O[C@@H]1CN2CCC1CC2)=O (S)-quinuclidin-3-yl (7-(1H-indazol-7-yl)-3,3-dimethylchroman-4-yl)carbamate